ClC1=CC=C(C=C1)N1N=C(C=C1)C1=C(C(=NN1C)C(F)(F)F)C(=O)[O-] 1-(4-chlorophenyl)-1H-pyrazol-3-yl-1-methyl-3-(trifluoromethyl)-1H-pyrazole-4-carboxylate